Ethyl ((5S,8S)-1-(3-chlorophenyl)-5-(cyclohexylmethyl)-8-formyl-12-methyl-3,6,11-trioxo-2-oxa-4,7,12-triazatetradecan-14-yl)carbamate ClC=1C=C(C=CC1)COC(N[C@H](C(N[C@@H](CCC(N(CCNC(OCC)=O)C)=O)C=O)=O)CC1CCCCC1)=O